ClC1=CC(=C(C[N+]#[C-])C=C1)F 4-CHLORO-2-FLUOROBENZYLISOCYANIDE